1-(1-Benzyl-6-methyl-2-oxo-1,2-dihydropyridin-4-yl)-2-naphthoic acid methyl ester COC(=O)C1=C(C2=CC=CC=C2C=C1)C1=CC(N(C(=C1)C)CC1=CC=CC=C1)=O